tert-butyl (2R,3S,4S)-4-[(tert-butoxycarbonyl)oxy]-2-[(4-methoxyphenyl)methyl]-3-({2-[4-(2-methylpropyl)phenyl] acetyl}oxy)pyrrolidine-1-carboxylate C(C)(C)(C)OC(=O)O[C@@H]1[C@H]([C@H](N(C1)C(=O)OC(C)(C)C)CC1=CC=C(C=C1)OC)OC(CC1=CC=C(C=C1)CC(C)C)=O